ClC1=CC=C(C(=O)CN2[C@@](C3=CC=C(C=C3C2=O)C(C(=O)N(C)C)(C)O)(OCC2(CC2)CO)C2=CC=C(C=C2)Cl)C=C1 2-((1R)-2-(4-chlorobenzoylmethyl)-1-(4-chlorophenyl)-1-((1-(hydroxymethyl)cyclopropyl)methoxy)-3-oxo-2,3-dihydro-1H-isoindol-5-yl)-2-hydroxy-N,N-dimethylpropionamide